1-[[4-(trifluoromethyl)phenyl]methyl]pyrazole-4-carboxylic acid Ethyl-1-[[4-(trifluoromethyl)phenyl]methyl]pyrazole-4-carboxylate C(C)OC(=O)C=1C=NN(C1)CC1=CC=C(C=C1)C(F)(F)F.FC(C1=CC=C(C=C1)CN1N=CC(=C1)C(=O)O)(F)F